4-(5-fluoro-2-methylphenyl)-2,4,7-trimethyloct-6-enal FC=1C=CC(=C(C1)C(CC(C=O)C)(CC=C(C)C)C)C